CN1CCC1 (2R)-1-methylazetidin